FC(C1=NN=C2N1C=CC(=C2OC)I)F 3-(difluoromethyl)-7-iodo-8-methoxy-[1,2,4]Triazolo[4,3-a]pyridine